3-((2-hydroxy-5-fluorophenyl)imino)coumarin OC1=C(C=C(C=C1)F)N=C1C(OC2=CC=CC=C2C1)=O